4-((2R,3R,4R,5S)-3-(4-fluoro-2-methoxyphenyl)-4,5-dimethyl-5-(trifluoromethyl)tetrahydrofuran-2-carboxamido)picolinamide FC1=CC(=C(C=C1)[C@@H]1[C@@H](O[C@@]([C@@H]1C)(C(F)(F)F)C)C(=O)NC1=CC(=NC=C1)C(=O)N)OC